N-(5-bromo-2-hydroxyisonicotinyl)-O-(4-(5,6,7,8-tetrahydro-1,8-naphthyridin-2-yl)butyl)-L-homoserine BrC1=CN=C(C=C1CN[C@@H](CCOCCCCC1=NC=2NCCCC2C=C1)C(=O)O)O